ClC1=CC=C(C=C1)NNC(=O)C1=NC2=CC=CC=C2C=C1 N'-(4-chlorophenyl)quinoline-2-carbohydrazide